7-[2-(benzyloxycarbonylamino)butyl]-2-chloro-pyrrolo[2,3-d]pyrimidine-6-carboxylic acid C(C1=CC=CC=C1)OC(=O)NC(CN1C(=CC2=C1N=C(N=C2)Cl)C(=O)O)CC